Octadecendioic acid C(C=CCCCCCCCCCCCCCCC(=O)O)(=O)O